COC=1C=C(C=CC1)CC(=O)C1=CC=CC=C1 2-(3-methoxyphenyl)-acetophenone